O1C(OCC1)C1=C(C=C(C=C1)C(C(=O)OC)(C)C)OCC1=CC=C(C=C1)OC methyl 2-[4-(1,3-dioxolan-2-yl)-3-[(4-methoxyphenyl)methoxy]phenyl]-2-methylpropanoate